C[C@H]1N([C@H](C[C@H]1C(=O)OCC1=CC=CC=C1)C)[C@@H](C)C1=CC=CC=C1 benzyl (2R,3R,5S)-2,5-dimethyl-1-((S)-1-phenylethyl)pyrrolidine-3-carboxylate